P(=O)(O)(O)O.OCCC=C(C(=O)O)C 2-hydroxyethylmethacrylic acid phosphate